5-Methoxy-2,3-dihydro-1H-indene-4-sulfonamide COC1=C(C=2CCCC2C=C1)S(=O)(=O)N